NC=1C(=NN(C1N)C(C)C)C 4,5-diamino-3-methyl-1-isopropylpyrazole